ClC1=CC(=C(COC2=CC=CC(=N2)C2=CC(=C(CC3=NC4=C(N3C[C@H]3OCCC3)C=CC=C4)C=C2)F)C=C1)F (S)-2-(4-(6-(4-Chloro-2-fluorobenzyloxy)pyridin-2-yl)-2-fluorobenzyl)-1-((tetrahydrofuran-2-yl)methyl)-1H-benzo[d]imidazol